6-(prop-2-yn-1-yloxy)pyrazolo[1,5-a]pyridine-3-carbonitrile C(C#C)OC=1C=CC=2N(C1)N=CC2C#N